5-(imidazo[1,2-a]pyrimidin-6-yl)-N-neopentyl-7H-pyrrolo[2,3-d]pyrimidin-2-amine N=1C=CN2C1N=CC(=C2)C2=CNC=1N=C(N=CC12)NCC(C)(C)C